C(#N)C1=CC=C(C=N1)N(C(C)=O)[C@H]1CN(CCC1)C1(C(NC2=C(C=C(C=C12)F)NCC)=O)CC N-(6-cyano-3-pyridyl)-N-[(3R)-1-[3-ethyl-7-(ethylamino)-5-fluoro-2-OXO-indolin-3-yl]-3-piperidyl]acetamide